heptanoic acid, ethyl ester C(CCCCCC)(=O)OCC